C(C)(=O)OC(C=C)=O acrylic acid-acetic anhydride